N(=C=O)CCCCC(CCCCN=C=O)C 1,9-diisocyanato-5-methylnonane